N1(CCC1)CC1(CC1)NC(=O)C1(CC1)CC1=CC=C(C=C1)Cl N-(1-(azetidin-1-ylmethyl)cyclopropyl)-1-(4-chlorobenzyl)cyclopropane-1-carboxamide